rac-(2-(((2R,3S,4R,5R)-5-(6-chloro-4-(cyclopentylamino)-1H-pyrazolo[3,4-d]pyrimidin-1-yl)-3,4-dihydroxytetrahydrofuran-2-yl)methoxy)-1-ethoxy-3-methoxy-1-oxopropan-2-yl)phosphonic acid ClC1=NC(=C2C(=N1)N(N=C2)[C@H]2[C@@H]([C@@H]([C@H](O2)CO[C@](C(=O)OCC)(COC)P(O)(O)=O)O)O)NC2CCCC2 |&1:17|